4-(2,6-difluoroanilino)-2-[(6-methoxy-1,2,3,4-tetrahydroisoquinolin-7-yl)amino]pyrimidine-5-carboxamide FC1=C(NC2=NC(=NC=C2C(=O)N)NC2=C(C=C3CCNCC3=C2)OC)C(=CC=C1)F